FC1C(F)O1 1,2-difluoroethylene oxide